FC(CP(OC1=C(C(=CC=C1)C=C)F)([O-])=O)(F)F vinyl(2-fluorophenyl) (2,2,2-trifluoroethyl)phosphonate